C1(CCC1)NC(=O)C1=NN(C=C1)CC=1SC(=CC1)C1=NOC(=N1)C(F)(F)F N-cyclobutyl-1-[[5-[5-(trifluoromethyl)-1,2,4-oxadiazol-3-yl]-2-thienyl]methyl]pyrazole-3-carboxamide